6-Nitro-5',6'-dihydro-[2,3'-bipyridine]-1'(2'H)-carboxylic acid tert-butyl ester C(C)(C)(C)OC(=O)N1CC(=CCC1)C1=NC(=CC=C1)[N+](=O)[O-]